ClC1=CC(=C(C(=N1)OC)C(C)=O)O 1-(6-chloro-4-hydroxy-2-methoxypyridin-3-yl)ethane-1-one